COC=1C(=NC=CC1)[C@H]1[C@H](O[C@]([C@H]1C)(C(F)(F)F)C)C(=O)NC1=CC(=NC=C1)C(=O)N (2S,3S,4S,5R)-4-[[3-(3-methoxy-2-pyridinyl)-4,5-dimethyl-5-(trifluoromethyl)tetrahydrofuran-2-carbonyl]amino]pyridine-2-carboxamide